8-((4-(((1,4-dioxan-2-yl)methyl)(4-fluorophenyl)amino)cyclohexyl)(methyl)amino)-5-methyl-6-oxo-5,6-dihydro-1,5-naphthyridine-2-carbonitrile O1C(COCC1)CN(C1CCC(CC1)N(C1=CC(N(C=2C=CC(=NC12)C#N)C)=O)C)C1=CC=C(C=C1)F